COC1=C(CN2C[C@H](N(C(C2)=O)C2CC3(C2)CCN(CC3)C(=O)OC(C)(C)C)C3=C(C=CC=C3)C(C)C)C=CC(=C1)OC |o1:7| tert-butyl (R or S)-2-(4-(2,4-dimethoxybenzyl)-2-(2-isopropylphenyl)-6-oxopiperazin-1-yl)-7-azaspiro[3.5]nonane-7-carboxylate